CC1=NC(=NC=C1)NC1=CC(=NC=N1)NC1=C(C#N)C=CC=C1 2-(6-(4-methylpyrimidin-2-ylamino)pyrimidin-4-ylamino)benzonitrile